CC1(CC1)NC(OC1CCC(CCC1)C1=CC(=NN1)NC(CC1=CC(=NO1)C)=O)=O 4-(3-(2-(3-methylisoxazol-5-yl)acetamido)-1H-pyrazol-5-yl)cycloheptyl (1-methylcyclopropyl)carbamate